C(#N)C=1C=C(C=CC1)C1CN(C1)C(=O)[C@@H]1CC[C@H]2N1C([C@H](CCC2)NC(=O)C2=CC1=C(S2)C=CC(=C1)C(F)(F)P(O)(O)=O)=O ((2-(((3S,6S,9aS)-3-(3-(3-cyanophenyl)azetidine-1-carbonyl)-5-oxooctahydro-1H-pyrrolo[1,2-a]azepin-6-yl)carbamoyl)benzo[b]thiophen-5-yl)difluoromethyl)phosphonic acid